[O-]S(=O)(=O)C(F)(F)F.C(CCCCCC)[NH+]1CCC(CC1)C 1-Heptyl-4-Methylpiperidinium triflat